6-(4-(2-Fluoro-5-((7-(methylamino)-4-oxo-3,4-dihydrophthalazin-1-yl)methyl)benzoyl)piperazin-1-yl)nicotinonitrile FC1=C(C(=O)N2CCN(CC2)C2=NC=C(C#N)C=C2)C=C(C=C1)CC1=NNC(C2=CC=C(C=C12)NC)=O